C(=O)(O)CCSC(=O)SC(C(=O)O)CC(C)C#N 2-carboxyethyl-(thio)carbonyl-(thio)-4-cyanovaleric acid